tetradecyl-2-ethyl-3-benzyloxypyridin-4-one C(CCCCCCCCCCCCC)C=1C(C(C(=NC1)CC)OCC1=CC=CC=C1)=O